NC=1C(=NC(=CC1)C1=CC=CC=C1)NC1=C(C=C(C=C1)NC(=O)C1CCC(CC1)C(=O)OC)C methyl (1r,4r)-4-((4-((3-amino-6-phenylpyridin-2-yl)amino)-3-methylphenyl)carbamoyl)cyclohexane-1-carboxylate